C(#N)[C@H]1N(CCC1)C(CNC(C1=CC(=NC=C1)F)=O)=O (S)-N-(2-(2-cyanopyrrolidin-1-yl)-2-oxoethyl)-2-fluoroisonicotinamide